C(C)(C)(C)OC(=O)N1CCC(C1)C=1C=NN(C1)C1OCCCC1 4-[1-(Oxan-2-yl)pyrazol-4-yl]Pyrrolidine-1-carboxylic acid tert-butyl ester